C1(=CC=CC=C1)S(=O)(=O)N1C(=CC=2C=NC=CC21)CN (1-(benzenesulfonyl)-1H-pyrrolo[3,2-c]pyridin-2-yl)methylamine